C1(=CC=CC=C1)C1C(N(C=2N(C(=C(C21)N)C#N)N)S(=O)(=O)C2=CC=C(C)C=C2)C(=O)OCC 3-phenyl-5-cyano-4,6-diamino-2-ethoxycarbonyl-1-p-toluenesulfonyl-2,3-dihydro-1H-pyrrolo[2,3-b]pyrrole